BrC1=CC2=CN(N=C2C=C1C(=O)OC)C methyl 5-bromo-2-methyl-2H-indazole-6-carboxylate